(4-chlorophenyl)hydrazine hydrochloride Cl.ClC1=CC=C(C=C1)NN